4-{2-{[4-(benzofuran-2-yl)thiazol-2-yl]oxy}ethyl}morpholine O1C(=CC2=C1C=CC=C2)C=2N=C(SC2)OCCN2CCOCC2